2-(4,7-bis(carboxymethyl)-1,4,7-triazacyclononen-1-yl)glutaric acid C(=O)(O)CN1C=CN(CCN(CC1)CC(=O)O)C(C(=O)O)CCC(=O)O